3-(1H-indol-4-yl)-1-(3-{[(1H-indol-4-yl)carbamoyl]amino}phenyl)urea N1C=CC2=C(C=CC=C12)NC(NC1=CC(=CC=C1)NC(NC1=C2C=CNC2=CC=C1)=O)=O